2-Deuterio-N-(1-phenylpropan-2-yl)acetamide [2H]CC(=O)NC(CC1=CC=CC=C1)C